1-(4-(6-chloro-2-(2-(4,4-difluoro-piperidin-1-yl)ethoxy)-8-fluoro-7-(2-fluoro-6-hydroxyphenyl)quinazolin-4-yl)piperazin-1-yl)prop-2-en-1-one ClC=1C=C2C(=NC(=NC2=C(C1C1=C(C=CC=C1O)F)F)OCCN1CCC(CC1)(F)F)N1CCN(CC1)C(C=C)=O